C(C)OC(C(=CNC1=CC=C(C=C1)OC(F)(F)F)C#N)=O 2-cyano-3-[4-(trifluoromethoxy)anilino]prop-2-enoic acid ethyl ester